Ethyl [4-(4-formylphenyl)-4-hydroxypiperidin-1-yl]acetate C(=O)C1=CC=C(C=C1)C1(CCN(CC1)CC(=O)OCC)O